5-ethyl-6-fluoro-4-(8-fluoro-4-((1R,5S)-1-methyl-3,8-diazabicyclo[3.2.1]oct-3-yl)-2-(((S)-1-methylpyrrolidin-2-yl)methoxy)-5-(propynyl)pyrido[4,3-d]pyrimidin-7-yl)naphthalen-2-ol C(C)C1=C2C(=CC(=CC2=CC=C1F)O)C1=C(C=2N=C(N=C(C2C(=N1)C#CC)N1C[C@]2(CC[C@@H](C1)N2)C)OC[C@H]2N(CCC2)C)F